COC1=CC=C(C=C1)[C@@H]1CCNC2(CC2)[C@H]1COC1=CC=C2CNC(C2=C1)=O |r| (+/-)-6-{[(trans)-7-(4-methoxyphenyl)-4-azaspiro[2.5]oct-8-yl]methoxy}-2,3-dihydro-1H-isoindol-1-one